6-(3-morpholin-4-ylpropoxy)pyridine-3-carbaldehyde N1(CCOCC1)CCCOC1=CC=C(C=N1)C=O